2-(2-(diethylamino)ethylthio)-4-(3-chloro-4-fluoroanilino)pyrazolo[1,5-a][1,3,5]triazine C(C)N(CCSC1=NC=2N(C(=N1)NC1=CC(=C(C=C1)F)Cl)N=CC2)CC